[Sn].[Tm] thulium-tin